C1(=CC=CC=C1)C1=CC=C2[C@H](CCOC2=C1)CNC=1C=NC=CC1C(=O)O 3-({[(4S)-7-phenyl-3,4-dihydro-2H-chromen-4-yl]methyl}amino)pyridine-4-carboxylic acid